tert-butyl (S)-(1-(2-benzoylhydrazineyl)-1-oxopropan-2-yl)carbamate C(C1=CC=CC=C1)(=O)NNC([C@H](C)NC(OC(C)(C)C)=O)=O